C(=O)=C1C(OCCC1)C1C(=O)NC(C1)=O (carbonyltetrahydro-2H-pyranyl)succinimid